N1(CCC1)CC1=CC(=C(C=C1)N1C=NC(=C1)C1=NC(=NC=C1C(F)(F)F)NC1CCN(CC1)S(=O)(=O)C)Cl (1-(4-(azetidin-1-ylmethyl)-2-chlorophenyl)-1H-imidazol-4-yl)-N-(1-(methylsulfonyl)piperidin-4-yl)-5-(trifluoromethyl)pyrimidin-2-amine